C(CCCCCCCCCCCCCCC)(=O)OCC(CCCC)CC 2-Ethylhexyl palmitate